FC(C=1C=C(C=CC1)NC=1SC=C(N1)C(F)(F)F)(F)F N-(3-trifluoromethylphenyl)-4-(trifluoromethyl)thiazol-2-amine